(4,5,6,7-tetrahydroisothiazolo[5,4-c]pyridin-3-yl)(4-(2-(trifluoromethyl)phenyl)piperidin-1-yl)methanone S1N=C(C2=C1CNCC2)C(=O)N2CCC(CC2)C2=C(C=CC=C2)C(F)(F)F